3,5-diisopropylbromobenzene CC(C)C1=CC(=CC(=C1)Br)C(C)C